C1(=CC=CC=C1)[C@@H]1CC(=NO1)C=1N=C(SC1)C1CCN(CC1)C(C)=O 1-(4-{4-[(5S)-5-phenyl-4,5-dihydro-1,2-oxazol-3-yl]-1,3-thiazol-2-yl}piperidin-1-yl)ethanone